4-((3,5-dimethylisoxazol-4-yl)methoxy)-N-(4-(3-(trifluoromethyl)phenyl)thiazol-2-yl)benzamide CC1=NOC(=C1COC1=CC=C(C(=O)NC=2SC=C(N2)C2=CC(=CC=C2)C(F)(F)F)C=C1)C